tert-butyl 4-(4-(4-((2,6-dioxopiperidin-3-yl)amino)phenyl)-3',3'-difluoro-[1,4'-bipiperidin]-1'-yl)butanoate O=C1NC(CCC1NC1=CC=C(C=C1)C1CCN(CC1)C1C(CN(CC1)CCCC(=O)OC(C)(C)C)(F)F)=O